FC=1C(=C(C=C(C1)C(C)C)[C@H](C(=O)O)N1C[C@@H](CC1)OCCCCCC1=NC=2NCCCC2C(=C1)C)OC (R)-2-(3-fluoro-5-isopropyl-2-methoxyphenyl)-2-((R)-3-((5-(4-methyl-5,6,7,8-tetrahydro-1,8-naphthyridin-2-yl)pentyl)oxy)pyrrolidin-1-yl)acetic acid